OC(C[NH3+])C 2-hydroxypropylammonium